3-(tert-butyloxycarbonyl)amino-1-chloro-4-phenyl-2-butanone C(C)(C)(C)OC(=O)NC(C(CCl)=O)CC1=CC=CC=C1